FC(C(=O)O)(F)F.FCCOC=1C=C2C(=CNC2=CC1)CCNC(=N)N 1-(2-(5-(2-fluoroethoxy)-1H-indol-3-yl)ethyl)guanidine, trifluoroacetic acid salt